C(C)C=1C(=C(N(C1C(C(N[C@@H](C(F)(F)F)C)=O)=O)C)C)C(=O)NC1=CC(=C(C=C1)F)C (R)-4-ethyl-N-(4-fluoro-3-methylphenyl)-1,2-dimethyl-5-(2-oxo-2-((1,1,1-trifluoropropan-2-yl)amino)acetyl)-1H-pyrrole-3-carboxamide